O=C1NC(CCCC1N1C(N(C2=C1C=CC=C2)CC(=O)OC(C)(C)C)=O)=O tert-Butyl 2-[3-(2,7-dioxoazepan-3-yl)-2-oxo-benzimidazol-1-yl]acetate